FC(C)(F)C1=C(C=CC(=C1)N1CCN(CC1)C)NC1=NC=C(C(=N1)NCCCN1CCOCCC1=O)C(F)(F)F 4-(3-((2-((2-(1,1-difluoroethyl)-4-(4-methylpiperazin-1-yl)phenyl)amino)-5-(trifluoromethyl)pyrimidin-4-yl)amino)propyl)-1,4-oxazepan-5-one